(2S,3R,4S,5R)-4-[[3-[2-(difluoromethoxy)-3,4-difluoro-phenyl]-4,5-dimethyl-5-(trifluoromethyl)tetrahydrofuran-2-carbonyl]amino]-5-methyl-pyridine-2-carboxamide FC(OC1=C(C=CC(=C1F)F)[C@@H]1[C@H](O[C@]([C@H]1C)(C(F)(F)F)C)C(=O)NC1=CC(=NC=C1C)C(=O)N)F